8-((4-(2-fluoro-6-(methylcarbamoyl)pyridin-3-yl)piperazin-1-yl)methyl)-9-fluoropyrazolo[1,5-c]quinazolin-5(6H)-one FC1=NC(=CC=C1N1CCN(CC1)CC=1C(=CC=2C=3N(C(NC2C1)=O)N=CC3)F)C(NC)=O